2-((tert-butyldiphenylsilyl)oxy)acetyl chloride [Si](C1=CC=CC=C1)(C1=CC=CC=C1)(C(C)(C)C)OCC(=O)Cl